FC=1C(=CC(=NC1)CN1C(C2=CC(=CC(=C2CC1)C=1C(=NN(C1)C)C(F)(F)F)CN1C(=NC=C1)NC)=O)OC 2-((5-fluoro-4-methoxypyridin-2-yl)methyl)-5-(1-methyl-3-(trifluoromethyl)-1H-pyrazol-4-yl)-7-((2-(methylamino)-1H-imidazol-1-yl)methyl)-3,4-dihydroisoquinolin-1(2H)-one